ClC=1C(=NC(=NC1)NC=1C=NN(C1)C)NC=1C=C(C=CC1C#CC1=CC=CC=C1)NC(\C=C\CN(C)C)=O (E)-N-(3-((5-chloro-2-((1-methyl-1H-pyrazol-4-yl)amino)pyrimidin-4-yl)amino)-4-(phenylethynyl)phenyl)-4-(dimethylamino)but-2-enamide